1-phenyl-2-(2-methoxyphenyl)-propane-1,3-diol C1(=CC=CC=C1)C(C(CO)C1=C(C=CC=C1)OC)O